CN1N=CC(=C1)NC(CN(C=1C2=C(N=C(N1)C=1N=CN(C1)C)CCC2)C)=O N-(1-methyl-1H-pyrazol-4-yl)-2-{methyl[2-(1-methyl-1H-imidazol-4-yl)-5H,6H,7H-cyclopenta[d]pyrimidin-4-yl]amino}acetamide